FC(C1=NN=C(O1)C1CC2(C1)N(C(CN(C2=O)C2=C(C=C(C#N)C=C2)F)=O)CC2=CC=C(C=C2)C(F)(F)F)F 4-((2r,4r)-2-(5-(difluoromethyl)-1,3,4-oxadiazol-2-yl)-6,9-dioxo-5-(4-(trifluoromethyl)benzyl)-5,8-diazaspiro[3.5]nonan-8-yl)-3-fluorobenzonitrile